C1N(CC12CNC2)OC(C2=CC=CC=C2)=O (2,6-diazaspiro[3.3]heptan-2-yl)benzoate